2,2-dimethylnonanoic acid CC(C(=O)O)(CCCCCCC)C